C(C1=CC=CC=C1)O[C@H](COCCOCCN1N=CC(=N1)Br)C 2-[2-[2-[(2S)-2-benzyloxypropoxy]ethoxy]ethyl]-4-bromo-triazole